(S)-2-(2-methylpyrrolidin-1-yl)-5-nitropyridine C[C@@H]1N(CCC1)C1=NC=C(C=C1)[N+](=O)[O-]